(R)-4-(1-(3-amino-5-(trifluoromethyl)phenyl)ethylamino)-7-(3,4-dihydroisoquinolin-2(1H)-yl)-N,N,2-trimethylpyrido[2,3-d]pyrimidine-6-carboxamide NC=1C=C(C=C(C1)C(F)(F)F)[C@@H](C)NC=1C2=C(N=C(N1)C)N=C(C(=C2)C(=O)N(C)C)N2CC1=CC=CC=C1CC2